N[C@H]1C[C@@H](CC1)C(=O)N[C@H](C1=C(C(=CC=C1F)Cl)Cl)C1(CCCC1)CCOCC1=CC=CC=C1 (1r,3r)-3-amino-N-((S)-(1-(2-(benzyloxy)ethyl)cyclopentyl)(2,3-dichloro-6-fluorophenyl)methyl)cyclopentane-1-carboxamide